(1r,4r)-N1,N1-dibenzyl-N4-methylcyclohexane-1,4-diamine C(C1=CC=CC=C1)N(C1CCC(CC1)NC)CC1=CC=CC=C1